(5-bromopyridin-3-yl)(2,3-di-hydro-4H-benzo[b][1,4]oxazin-4-yl)methanone BrC=1C=C(C=NC1)C(=O)N1C2=C(OCC1)C=CC=C2